1-((6-(azetidin-1-yl)pyridin-3-yl)methyl)-1H-pyrazole-4-carboxylic acid, 2,2,2-trifluoroacetate salt FC(C(=O)O)(F)F.N1(CCC1)C1=CC=C(C=N1)CN1N=CC(=C1)C(=O)O